1-((3S,4R)-4-(3,5-difluorophenyl)-1-(2-methoxyethyl)pyrrolidin-3-yl)-3-(3-((S)-2,3-dihydroxypropoxy)-4-methyl-1-phenyl-1H-pyrazol-5-yl)urea FC=1C=C(C=C(C1)F)[C@H]1[C@@H](CN(C1)CCOC)NC(=O)NC1=C(C(=NN1C1=CC=CC=C1)OC[C@H](CO)O)C